(S)-6-(1-amino-1,3-dihydrospiro[indene-2,4'-piperidine]-1'-yl)-5-methyl-3-(1-(6-methylpyridin-3-yl)vinyl)-1,5-dihydro-4H-pyrazole NC1C2=CC=CC=C2CC12CCN(CC2)C2(C=CC(=CN2)C(=C)C2=NN[C@H](C2)C)C